[N+](=O)([O-])C1=CC=C(C=C1)N1N=CNCC1 1-(4-nitrophenyl)-1,4,5,6-tetrahydro-1,2,4-triazine